ClC1=C(C=C(C=C1C1=CC(=CC=2C3=CC(=CC=C3N(C12)C)C1=C(C=CC=C1)C)C1=C(C=CC=C1)C)C1=C(C=CC=C1)C)N1C=2C=CC(=CC2C=2C3=C(C(=CC12)C1=C(C=CC=C1C)C)C=CC=C3)C3=C(C=CC=C3C)C 7-(4-chloro-2'-methyl-5-(9-methyl-3,6-di-o-tolyl-9H-carbazol-1-yl)-[1,1'-biphenyl]-3-yl)-5,10-bis(2,6-dimethylphenyl)-7H-benzo[c]carbazole